ClC1=NC=CC(=N1)COC1=CC=C(C=C1)C(C)(C)C1=CC=C(OC2CC(C2)NC(OC(C)(C)C)=O)C=C1 Tert-butyl ((1s,3s)-3-(4-(2-(4-((2-chloropyrimidin-4-yl)methoxy)phenyl)propan-2-yl)phenoxy) Cyclobutyl)carbamate